(2S,6R)-9-(trifluoromethyl)-3,4,5,6-tetrahydro-2H-2,6-methanopyrido[2,3-b][1,5]oxazocine FC(C=1C=CC2=C(O[C@H]3CCN[C@@H]2C3)N1)(F)F